CN(C(=O)NC1=CC(=CC=C1)S(F)(F)(F)(F)C(C(F)F)(F)F)C N,N-Dimethyl-N'-[3-(1,1,2,2-tetrafluoroethyltetrafluoro-λ6-sulfanyl)phenyl]urea